4-(1-(methoxymethyl)-3-azabicyclo[3.2.1]oct-3-yl)pyrido[4,3-d]pyrimidine COCC12CN(CC(CC1)C2)C=2C1=C(N=CN2)C=CN=C1